(S)-6-(cyclopropylmethyl)-2-methyl-3-(1-(4-(trifluoromethyl)phenyl)ethyl)-5,6,7,8-tetrahydropyrido[4,3-d]pyrimidin-4(3h)-one C1(CC1)CN1CC2=C(N=C(N(C2=O)[C@@H](C)C2=CC=C(C=C2)C(F)(F)F)C)CC1